2-(3-(3-(1-(2-chloro-4-fluorophenyl)cyclopropyl)-1,2,4-oxadiazol-5-yl)-5-(difluoromethyl)-1H-pyrazol-1-yl)propenamide ClC1=C(C=CC(=C1)F)C1(CC1)C1=NOC(=N1)C1=NN(C(=C1)C(F)F)C(C(=O)N)=C